tert-butyl (4-amino-3-(pentyloxy)benzyl)carbamate NC1=C(C=C(CNC(OC(C)(C)C)=O)C=C1)OCCCCC